FC1=C(\C=N\NC(=O)C=2N=C3N(C=CC=C3)C2)C=CC(=C1)C(F)(F)F (E)-N'-(2-fluoro-4-(trifluoromethyl)benzylidene)imidazo[1,2-a]pyridine-2-carbohydrazide